BrC1=CC(=C(C(=C1)F)N=C1NC(CC1)(C)C)F N-(4-bromo-2,6-difluorophenyl)-5,5-dimethylpyrrolidin-2-imine